COC=1C(=CC2=CN(N=C2C1)C1CCC(CC1)CO)C(=O)OC methyl 6-methoxy-2-[(1r,4r)-4-(hydroxymethyl)cyclohexyl]indazole-5-carboxylate